Butyl 3-(4-(methoxycarbonyl)phenyl)-4-oxopiperidine-1-carboxylate COC(=O)C1=CC=C(C=C1)C1CN(CCC1=O)C(=O)OCCCC